methacryloyloxypropyl-dimethyl-methoxysilane C(C(=C)C)(=O)OCCC[Si](OC)(C)C